C(C)(C)(C)C=1C=C(C=C(C1)C(C)(C)C)[C@@H](C)C1=C(C(=CC(=C1)C)[C@H](C)C1=CC(=CC(=C1)C(C)(C)C)C(C)(C)C)N(C(=O)C(=O)N)C1=C(C=C(C=C1[C@H](C)C1=CC(=CC(=C1)C(C)(C)C)C(C)(C)C)C)[C@H](C)C1=CC(=CC(=C1)C(C)(C)C)C(C)(C)C N,N-bis(2,6-di((R)-1-(3,5-di-tert-butylphenyl)ethyl)-4-methylphenyl)oxamide